6-Cyano-3-[4-(1H-pyrazolo[3,4-b]pyridin-5-yl)-benzylamino]-pyrazine-2-carboxylic acid [(S)-1-(4-fluoro-phenyl)-ethyl]-amide FC1=CC=C(C=C1)[C@H](C)NC(=O)C1=NC(=CN=C1NCC1=CC=C(C=C1)C=1C=C2C(=NC1)NN=C2)C#N